methyl-4-(6-(4-methoxyphenyl)-7-oxo-2-((2,2,2-trifluoroethyl)((2-(trimethylsilyl)ethoxy)methyl)amino)-6,7-dihydropyrido[4,3-d]pyrimidin-8-yl)benzoate COC(C1=CC=C(C=C1)C=1C(N(C=C2C1N=C(N=C2)N(COCC[Si](C)(C)C)CC(F)(F)F)C2=CC=C(C=C2)OC)=O)=O